C(CCC)N1CC2=CC=CC=C2C=C1 2-butylisoquinoline